O1C(CCCC1)N1N=CC2=C(C3=C(C=C12)C=CC=C3)B3OC(C(O3)(C)C)(C)C 1-(tetrahydro-2H-pyran-2-yl)-4-(4,4,5,5-tetramethyl-1,3,2-dioxaborolan-2-yl)-1H-benzo[f]indazole